T-butyl-2,6-dimethyl-phenyl-sulfur trifluoride C(C)(C)(C)[S](C1=C(C=CC=C1C)C)(F)(F)F